N-[5-(6-acetamidopyridin-3-yl)-4-fluoro-2-[rac-(3R)-3,4-dimethylpiperazin-1-yl]phenyl]-6-oxo-4-(trifluoromethyl)-1H-pyridine-3-carboxamide C(C)(=O)NC1=CC=C(C=N1)C=1C(=CC(=C(C1)NC(=O)C1=CNC(C=C1C(F)(F)F)=O)N1C[C@H](N(CC1)C)C)F |r|